ClC1C(N(C1C1=CC(=CC=C1)[N+](=O)[O-])C1C2(CC3CC(CC1C3)C2)C(=O)N)=O (3-chloro-4-(3-nitrophenyl)-2-azetidinon-1-yl)adamantanecarboxamide